The molecule is a cyclohexenecarboxylic acid that is 1-cyclohexene-1-carboxylic acid carrying three hydroxy substituents at positions 3, 4 and 5. It has a role as a bacterial metabolite. It is an alpha,beta-unsaturated monocarboxylic acid, a cyclohexenecarboxylic acid and a hydroxy monocarboxylic acid. C1C(C(C(C=C1C(=O)O)O)O)O